NC(C(C1=NN=CC2=CC=CC=C12)NC(=O)[C@@H]1[C@@H]2[C@H](CN1C([C@H](C(C)(C)C)NC(C(F)(F)F)=O)=O)CCC2)=O (3S,3aS,6aR)-N-(2-amino-2-oxo-1-phthalazin-1-yl-ethyl)-2-[(2S)-3,3-dimethyl-2-[(2,2,2-trifluoroacetyl)amino]butanoyl]-3,3a,4,5,6,6a-hexahydro-1H-cyclopenta[c]pyrrole-3-carboxamide